rel-2-(6-((5R,6R)-5-(((tert-butyldimethylsilyl)oxy)methyl)-5-methyl-6-(2-methylallyl)-2-(methylthio)-5,6-dihydro-7H-pyrrolo[2,3-d]pyrimidin-7-yl)pyridin-2-yl)propan-2-ol [Si](C)(C)(C(C)(C)C)OC[C@]1([C@H](N(C=2N=C(N=CC21)SC)C2=CC=CC(=N2)C(C)(C)O)CC(=C)C)C |o1:9,10|